ClC1=C(NC2=CC=NC(=C21)OC2=CC(=C(C=C2)NC(N)=O)F)C 3-(4-((3-chloro-2-methyl-1H-pyrrolo[2,3-d]pyridin-4-yl)oxy)-2-fluorophenyl)urea